C1(=CC=CC=C1)[B-](C1=CC=CC=C1)(C1=CC=CC=C1)C1=CC=CC=C1.C(C)[NH+](C1=CC=CC=C1)CC diethylanilinium tetrakis(phenyl)borate